4-(2-(7,8-dimethyl-[1,2,4]triazolo[1,5-a]pyridin-6-yl)-3-isopropyl-4-methyl-1H-pyrrolo[2,3-c]pyridin-5-yl)-N-ethyl-N-methylcyclohexan-1-amine CC1=C(C=2N(C=C1C1=C(C=3C(=CN=C(C3C)C3CCC(CC3)N(C)CC)N1)C(C)C)N=CN2)C